C(C)O/C=C/C1=CC(=NC=C1)OC(C(=O)OCC)(C)C ethyl 2-({4-[(1E)-2-ethoxyethenyl]pyridin-2-yl}oxy)-2-methylpropanoate